The molecule is a hydroxy fatty acid anion obtained by deprotonation of the carboxy group of 9(S)-HODE; major species at pH 7.3. It is a hydroxy fatty acid anion, a polyunsaturated fatty acid anion, an octadecanoid anion and a HODE(1-). It is a conjugate base of a 9(S)-HODE. It is an enantiomer of a 9(R)-HODE(1-). CCCCC/C=C\\C=C\\[C@H](CCCCCCCC(=O)[O-])O